tert-butyl 2-[(3R,4R)-4-[1-(2,6-dioxo-3-piperidyl)-3-ethyl-2-oxo-benzimidazol-5-yl]-3-fluoro-1-piperidyl]acetate O=C1NC(CCC1N1C(N(C2=C1C=CC(=C2)[C@@H]2[C@H](CN(CC2)CC(=O)OC(C)(C)C)F)CC)=O)=O